ClC1=NC(=CC=C1[N+](=O)[O-])C 2-chloro-6-methyl-3-nitropyridine